C12N(CC(CC1)CC2)CCNC(=O)C2=CC(=C(S2)NC(=O)C=2C=NN1C2SC(=C1)C=1C=NN(C1)C)C N-(5-((2-(2-azabicyclo[2.2.2]octan-2-yl)ethyl)carbamoyl)-3-methylthiophen-2-yl)-2-(1-methyl-1H-pyrazol-4-yl)pyrazolo[5,1-b]thiazole-7-carboxamide